(5-methyl-1H-indazol-4-yl)boric acid CC=1C(=C2C=NNC2=CC1)OB(O)O